ClC=1C(=C(C=CC1)NC1=NC=NC2=CC=C(C(=C12)C1=CC(=CC=C1)OC)NC(C=CC1N(CCC1)C)=O)F N-(4-((3-chloro-2-fluorophenyl)amino)-5-(3-methoxyphenyl)quinazolin-6-yl)-3-(1-methylpyrrolidin-2-yl)acrylamide